NC1=C(N=NC(=C1)C1=C(C=CC(=C1)Cl)F)OCC12CC(C1)(C2)C(=O)OC methyl 3-({[4-amino-6-(5-chloro-2-fluorophenyl)pyridazin-3-yl]oxy}methyl)bicyclo[1.1.1]pentane-1-carboxylate